1-di-(methoxyethyl)amino-3-methylenehepta-4,6-diene COCCN(CCC(C=CC=C)=C)CCOC